NC=1C2=C(N=CN1)N(C=C2C2=CC=C(C=C2)NC(=O)NC2=CC(=CC=C2)C(F)(F)F)C(C)C 1-(4-(4-Amino-7-isopropyl-7H-pyrrolo[2,3-d]pyrimidin-5-yl)phenyl)-3-(3-(trifluoromethyl)phenyl)urea